(3R)-3-aminoazepan-2-one hydrochloride Cl.N[C@H]1C(NCCCC1)=O